8-Methyl-N-[(4-methyl-1,2-oxazol-3-yl)methyl]-2-(pyridin-2-ylmethyl)-4,5-dihydro-2H-furo[2,3-g]indazole-7-carboxamide CC1=C(OC=2CCC3=CN(N=C3C21)CC2=NC=CC=C2)C(=O)NCC2=NOC=C2C